O=C1NC(CCC1N1C(C2=CC=C(C=C2C1)CNC(=O)NCC1=C(C=CC=C1)O)=O)=O 1-[[2-(2,6-dioxo-3-piperidyl)-1-oxo-isoindolin-5-yl]methyl]-3-[(2-hydroxyphenyl)methyl]urea